ClC=1C=CC(=NC1)C(C#N)=C1CCN(CC1)C(=O)N1CC=2C(CC1)=NOC2 2-(5-chloropyridin-2-yl)-2-(1-(4,5,6,7-tetrahydroisoxazolo[4,3-c]pyridin-5-carbonyl)piperidin-4-ylidene)acetonitrile